ClC=1C(=C(C#N)C=C(C1)C1(CCCC2=CC(=CC=C12)OC)O)OCCCl 3-chloro-2-(2-chloroethoxy)-5-(1-hydroxy-6-methoxy-1,2,3,4-tetrahydronaphthalen-1-yl)benzonitrile